ClC1=C(C=CC(=C1)F)N1C(NC=2C1=NC=CC2)=O 3-(2-chloro-4-fluorophenyl)-1H-imidazo[4,5-b]pyridin-2(3H)-one